{4-(2H-benzo[1,2,3]triazole-2-yl)phenyl}phenylamine N=1N(N=C2C1C=CC=C2)C2=CC=C(C=C2)NC2=CC=CC=C2